C(C)C1=C(C(=C(C(=C1CN)CC)CN)CC)CN 2,4,6-Triethyl-1,3,5-benzenetrimethanamine